n-butene benzenesulfonate C1(=CC=CC=C1)S(=O)(=O)O.C=CCC